FC1(CC(C1)CNC(C1=CC=C(C=C1)C#CC1=C(C=C(C=C1)F)F)=O)F N-((3,3-difluorocyclobutyl)methyl)-4-((2,4-difluorophenyl)ethynyl)benzamide